COC(CC(C[N+](=O)[O-])(C)C1=CC=C(C=C1)I)=O 3-(4-iodophenyl)-3-methyl-4-nitrobutanoic acid methyl ester